N-[[5-(cyclopropylmethoxy)-1-[4-(trifluoromethyl)phenyl]indazol-3-yl]methyl]prop-2-enamide C1(CC1)COC=1C=C2C(=NN(C2=CC1)C1=CC=C(C=C1)C(F)(F)F)CNC(C=C)=O